OC1=C(C=CC=C1)C(/C=C/C1=CC=C(C=C1)SC(C(=O)N)(C)C)=O 2-[4-[(E)-3-(2-Hydroxyphenyl)-3-oxoprop-1-enyl]phenyl]sulfanyl-2-methylpropanamide